ClC1=C(C#N)C=CC(=C1)[C@@H]1[C@H](C1)C=1C=2N(N=C(C1)C=1C(=NC(=NC1)OC)OC)C=CN2 2-chloro-4-((1S,2S)-2-(6-(2,4-dimethoxypyrimidin-5-yl)imidazo[1,2-b]pyridazin-8-yl)cyclopropyl)benzonitrile